4-((5-bromopyridin-2-yl)(methyl)amino)benzenethiol BrC=1C=CC(=NC1)N(C1=CC=C(C=C1)S)C